5-((1H-pyrazol-3-yl)amino)-2,3-diphenyl-6-(quinolin-6-yl)pyrazolo[1,5-a]pyrimidin-7(4H)-one N1N=C(C=C1)NC=1NC=2N(C(C1C=1C=C3C=CC=NC3=CC1)=O)N=C(C2C2=CC=CC=C2)C2=CC=CC=C2